5-chloro-1-methyl-6-(trifluoromethyl)isoindoline (S)-ethyl-3-((R)-1,1-dimethylethylsulfinamido)-3-(4-fluoro-2',3',6'-trimethyl-5-(trifluoromethyl)biphenyl-3-yl)propanoate C(C)OC(C[C@@H](C=1C=C(C=C(C1F)C(F)(F)F)C1=C(C(=CC=C1C)C)C)N[S@](=O)C(C)(C)C)=O.ClC=1C=C2CNC(C2=CC1C(F)(F)F)C